2-(4-tert-butyl-N-[(2R)-2-methoxycarbonylpyrrolidine-1-carbonyl]anilino)-2-(5-fluoro-3-pyridyl)acetic acid C(C)(C)(C)C1=CC=C(N(C(=O)N2[C@H](CCC2)C(=O)OC)C(C(=O)O)C=2C=NC=C(C2)F)C=C1